tert-butyl 8-nitro-1,2,4a,5-tetrahydrobenzo[b]pyrazino[1,2-d][1,4]oxazine-3(4H)-carboxylate [N+](=O)([O-])C=1C=CC2=C(OCC3N2CCN(C3)C(=O)OC(C)(C)C)C1